1-(3-chloro-4-(4,4,5,5-tetramethyl-1,3,2-dioxaborolan-2-yl)phenyl)pyrrolidin-2-one ClC=1C=C(C=CC1B1OC(C(O1)(C)C)(C)C)N1C(CCC1)=O